prop-2-yne CC#C